The molecule is a member of the class of pyrrolidin-2-ones that is 1,5-dimethylpyrrolidine-2,4-dione substituted by a 1-hydroxyhexadecylidene moiety at position 3. Isolated from the marine sponge Melophlus sarasinorum and other species of genus Melophlus, it exhibits cytotoxicity against murine leukemia cell line. It has a role as a metabolite and an antineoplastic agent. It is an enol and a member of pyrrolidin-2-ones. CCCCCCCCCCCCCCCC(=O)C1=C(C(N(C1=O)C)C)O